FC=1C(=C(C=CC1)NC(C=C)=O)C N-(3-fluoro-2-methylphenyl)acrylamide